(R)-N-(cyclobutylmethyl)-1-(6-((4-(imidazo[1,5-a]pyridin-8-yl)-1H-1,2,3-triazol-1-yl)methyl)pyridazin-3-yl)piperidin-3-amine C1(CCC1)CN[C@H]1CN(CCC1)C=1N=NC(=CC1)CN1N=NC(=C1)C=1C=2N(C=CC1)C=NC2